NC1N(C(=NC(=N1)N)N)C1=CC=C(C=C1)C=CC1=CC=C(C=C1)N1C(N=C(N=C1N)N)N 4,4'-Bis-(2,4,6-tri-amino-s-triazinyl)-stilben